5-(1-isobutyl-1H-pyrazol-4-yl)-N4-(1,2,3,4-tetrahydroisoquinolin-7-yl)-N2-(m-tolyl)pyrimidine-2,4-diamine C(C(C)C)N1N=CC(=C1)C=1C(=NC(=NC1)NC=1C=C(C=CC1)C)NC1=CC=C2CCNCC2=C1